(Z)-tert-butyl-(2-methoxy-5-(3,4,5-trimethoxystyryl)phenoxy)dimethylsilane C(C)(C)(C)[Si](C)(C)OC1=C(C=CC(=C1)\C=C/C1=CC(=C(C(=C1)OC)OC)OC)OC